(S)-6-(4-(4H-1,2,4-Triazol-3-yl)phenyl)-1-(1-phenylethyl)-1H-imidazo[4,5-b]pyrazin N=1N=C(NC1)C1=CC=C(C=C1)C1=CN=C2C(=N1)N(C=N2)[C@@H](C)C2=CC=CC=C2